(12z)-1-Oxacycloheptadec-12-en-2-one O1C(CCCCCCCCC\C=C/CCCC1)=O